1-(4-chlorophenyl)-5-{[1-(5-cyclopropyl-1H-pyrazole-3-carbonyl)-4-hydroxypiperidin-4-yl]methyl}-1H,4H,5H-pyrazolol ClC1=CC=C(C=C1)N1N=C(CC1CC1(CCN(CC1)C(=O)C1=NNC(=C1)C1CC1)O)O